C(C)OC(=O)C=1NC2=CC(=CC(=C2C1)NC1=NC=C(C=C1)OC)NC(C)=O 4-((5-Methoxypyridin-2-yl)amino)-6-acetylamino-1H-indole-2-carboxylic acid ethyl ester